C(C)(C)(C)OC(=O)N(C/C=C/C(=O)NC1=CC=C(C(=O)O)C=C1)C 4-[(2E)-4-[(tert-butoxycarbonyl)(methyl)amino]but-2-enamido]benzoic acid